3-bromo-N-(4-methoxybenzyl)quinolin-2-amine BrC=1C(=NC2=CC=CC=C2C1)NCC1=CC=C(C=C1)OC